citric acid, monohydrochloride Cl.C(CC(O)(C(=O)O)CC(=O)O)(=O)O